6-(5-bromo-2-(1-(6-methyl-2-methylsulfanyl-pyrimidin-4-yl)-1H-pyrazol-4-yl)phenyl)-6-azaspiro[2.5]octane BrC=1C=CC(=C(C1)N1CCC2(CC2)CC1)C=1C=NN(C1)C1=NC(=NC(=C1)C)SC